diglycidyl-4-glycidylphenoxyamine C(C1CO1)N(OC1=CC=C(C=C1)CC1CO1)CC1CO1